BrCC1=CC(=C(C=C1)N1N=C(C=C1C(F)(F)F)C)F 1-(4-(bromomethyl)-2-fluorophenyl)-3-methyl-5-(trifluoromethyl)-1H-pyrazole